N-(3-(dimethylamino)propyl)-benzenesulfonamide CN(CCCNS(=O)(=O)C1=CC=CC=C1)C